C(#C)C=1SC=C(N1)C(=O)NCC1=CC(=CC=C1)C=1C=NC=CC1 2-Ethynyl-N-(3-(pyridin-3-yl)benzyl)thiazole-4-carboxamide